3-(3-methoxyphenyl)-N-(quinolin-8-yl)propionamide COC=1C=C(C=CC1)CCC(=O)NC=1C=CC=C2C=CC=NC12